1,1,16,16-tetramethyl-1,16-disilylhexadecane CC(CCCCCCCCCCCCCCC([SiH3])(C)C)([SiH3])C